5-(trifluoromethyl)-N-(3-(trifluoromethyl)bicyclo[1.1.1]pentan-1-yl)benzamide FC(C=1C=CC=C(C(=O)NC23CC(C2)(C3)C(F)(F)F)C1)(F)F